5-(4-methoxy-3-methylphenyl)thiophene-2-carboxaldehyde COC1=C(C=C(C=C1)C1=CC=C(S1)C=O)C